2-(2-aminoethyl)-N-((1R,2S)-2-((E)-1-phenylbut-1-en-2-yl)cyclopropyl)-2-azaspiro[3.3]heptan-6-amine bis(2,2,2-trifluoroacetate) FC(C(=O)O)(F)F.FC(C(=O)O)(F)F.NCCN1CC2(C1)CC(C2)N[C@H]2[C@@H](C2)/C(=C/C2=CC=CC=C2)/CC